NC1=NC=2C=C(C(=CC2C2=C1COC2)C(=O)N(C)[C@@H]2COCC1=C2C=CC(=C1F)C(F)(F)F)Cl 4-amino-7-chloro-N-((4S)-8-fluoro-7-(trifluoromethyl)-3,4-dihydro-1H-2-benzopyran-4-yl)-N-methyl-1,3-dihydrofuro[3,4-c]quinoline-8-carboxamide